C(C)(C)(C)OC(=O)N1C2CN(CC1C2)C=2OC1=C(N2)C(=CC=C1C=1SC=CN1)C(C)OC.COC=1C=C(C=CC1)C1(SCCCS1)/C=C/C=1OC=CC1 (E)-2-(2-(2-(3-methoxyphenyl)-1,3-dithian-2-yl)vinyl)furan tert-Butyl-3-(4-(1-methoxyethyl)-7-(thiazol-2-yl)benzo[d]oxazol-2-yl)-3,6-diazabicyclo[3.1.1]heptane-6-carboxylate